CC1=CC=C(C(=O)O[C@H]2[C@@H](O[C@@H](C2)N2C(NC(C(=C2)C=2OC=CC2)=O)=O)COC(C2=CC=C(C=C2)C)=O)C=C1 (2S,3R,5S)-5-(5-(furan-2-yl)-2,4-dioxo-3,4-dihydropyrimidin-1(2H)-yl)-2-(((4-methylbenzoyl)oxy)methyl)tetrahydrofuran-3-yl 4-methylbenzoate